(4-pyridin-2-yl-1H-pyrazol-1-yl)pyridine-2-carbonitrile N1=C(C=CC=C1)C=1C=NN(C1)C=1C(=NC=CC1)C#N